C(=C)C1=NC=CC(=N1)CO (2-vinylpyrimidin-4-yl)methanol